2-((4-((2-(1-(4-Cyano-2-fluorophenoxy)ethyl)pyrimidin-4-yl)oxy)piperidin-1-yl)methyl)-1-(((S)-oxetan-2-yl)methyl)-1H-benzo[d]imidazole-6-carboxylic acid C(#N)C1=CC(=C(OC(C)C2=NC=CC(=N2)OC2CCN(CC2)CC2=NC3=C(N2C[C@H]2OCC2)C=C(C=C3)C(=O)O)C=C1)F